FC(CN1N=CC(=C1)C1=NC(=NC=C1C#N)S(=O)(=O)C)F 4-(1-(2,2-difluoroethyl)-1H-pyrazol-4-yl)-2-(methylsulfonyl)pyrimidine-5-carbonitrile